CC1=NC(=CC=C1O)C(F)(F)F 2-methyl-6-(trifluoromethyl)pyridin-3-ol